butenyl-bromobenzene C(=CCC)C1=C(C=CC=C1)Br